BrC=1C(=C(C=C(C1)Cl)[C@@H]1N(CCN([C@H]1C)C(=O)OC(C)(C)C)C(=O)OC(C)(C)C)F trans-di-tert-butyl 2-(3-bromo-5-chloro-2-fluorophenyl)-3-methylpiperazine-1,4-dicarboxylate